C(C)(=O)NC1(CN(CCC1)C(=O)O)C 3-acetamido-3-methylpiperidine-1-carboxylic acid